6-((1s,6s)-6-aminocyclohex-3-en-1-yl)-N-benzyl-2-chloro-7-iodothieno[3,2-d]pyrimidin-4-amine N[C@H]1CC=CC[C@@H]1C1=C(C=2N=C(N=C(C2S1)NCC1=CC=CC=C1)Cl)I